N-({4-[6-(3,4-difluorophenyl)pyridine-2-sulfonyl]phenyl}methyl)thieno[2,3-c]pyridine-2-carboxamide FC=1C=C(C=CC1F)C1=CC=CC(=N1)S(=O)(=O)C1=CC=C(C=C1)CNC(=O)C1=CC=2C(=CN=CC2)S1